tert-butyl (2-(4-amino-7-(thiophen-2-yl)-2H-pyrazolo[3,4-c]quinolin-2-yl)ethyl)carbamate NC1=NC=2C=C(C=CC2C=2C1=NN(C2)CCNC(OC(C)(C)C)=O)C=2SC=CC2